(2S)-2-{3-[3-(thiophen-2-yl)pyrazolo[1,5-a]pyrimidin-5-yl-phenoxy]propyl}-1H-1,2,4-triazole S1C(=CC=C1)C=1C=NN2C1N=C(C=C2)C2=C(OCCCN1NC=NC1)C=CC=C2